(R)-2-((2-(4-(5-chloropyrimidin-2-yl)piperazin-1-yl)ethyl)(methyl)amino)-4-((tetrahydro-2H-pyran-4-yl)amino)-6,7-dihydrothieno[3,2-d]pyrimidine 5-oxide ClC=1C=NC(=NC1)N1CCN(CC1)CCN(C=1N=C(C2=C(N1)CC[S@]2=O)NC2CCOCC2)C